cyclobutenyl bromoformate BrC(=O)OC1=CCC1